3-[[4-[(2R)-2-[(3-tert-butyl-1-methyl-pyrazol-4-yl)methylamino]-4-methyl-pentoxy]-6-(2,6-dimethylphenyl)pyrimidin-2-yl]sulfamoyl]benzoic acid C(C)(C)(C)C1=NN(C=C1CN[C@@H](COC1=NC(=NC(=C1)C1=C(C=CC=C1C)C)NS(=O)(=O)C=1C=C(C(=O)O)C=CC1)CC(C)C)C